N2-(o-tolyl)oxalamide C1(=C(C=CC=C1)NC(C(=O)N)=O)C